FC1=CC(=C(OC=2C(=NC=NC2)N2CC3(CCN(C3)CC3=CC4=C(NC(N4)=O)C=C3)CC2)C=C1)C(=O)N1C(CCC1)C 5-((7-(5-(4-fluoro-2-(2-methylpyrrolidine-1-carbonyl)phenoxy)pyrimidin-4-yl)-2,7-diazaspiro[4.4]nonan-2-yl)methyl)-1,3-dihydro-2H-benzo[d]imidazol-2-one